C(=O)[O-].FC(OC1=CC=C(C=C1)C1=CN=C2N1C=CN=C2NC2=CC(=C(C=C2)C(=O)N2CCN(CC2)C(=O)N2CC[N+](CC2)(C)C)C)F [4-[[3-[4-(difluoromethoxy)phenyl]imidazo[1,2-a]pyrazin-8-yl]amino]-2-methyl-phenyl]-[4-(4,4-dimethylpiperazin-4-ium-1-carbonyl)piperazin-1-yl]methanone formate